4-acetamido-2-(dimethylaminomethyl)-phenol C(C)(=O)NC1=CC(=C(C=C1)O)CN(C)C